tert-butyl(4-(4-((5-chloro-6-(2H-1,2,3-triazol-2-yl)pyridin-3-yl)carbamoyl)-5-(trifluoromethyl)-1H-pyrazol-1-yl)isoquinolin-1-yl)carbamate C(C)(C)(C)OC(NC1=NC=C(C2=CC=CC=C12)N1N=CC(=C1C(F)(F)F)C(NC=1C=NC(=C(C1)Cl)N1N=CC=N1)=O)=O